C(C1=C(C(=CC(=C1)C)C(C)(C)C)O)C1=C(C(=CC(=C1)C)C(C)(C)C)O methylenebis(6-tert-butyl-4-methylphenol)